COC(C1=C(C=CC(=C1)S(=O)(=O)N1C(CCC2=CC(=CC=C12)CC)CC)OCCSC)=O 5-((2,6-diethyl-3,4-dihydroquinolin-1(2H)-yl)sulfonyl)-2-(2-(methylthio)ethoxy)benzoic acid methyl ester